NC1=NC=NN2C1=C(C(=N2)C2=CC(=C(C=C2)NC(C(=C)F)=O)OC)C2=CC(=C(C(=O)NCC(F)(F)F)C=C2)OC 4-(4-amino-6-(4-(2-fluoroacrylamido)-3-methoxyphenyl)pyrazolo[5,1-f][1,2,4]triazin-5-yl)-2-methoxy-N-(2,2,2-trifluoroethyl)benzamide